C(C)(=O)N1[C@H](C[C@H](C1)C1=CC(=C(C=C1)OC(F)F)O)CC1(NC=C(C=C1)C(=O)NCC)C(=O)N 2-(((2R,4S)-1-acetyl-4-(4-(difluoromethoxy)-3-hydroxyphenyl)pyrrolidin-2-yl)methyl)-N5-ethylpyridine-2,5-dicarboxamide